COC(C(C)(C)OC=C(CC1=CC=C(C=C1)OC)C)=O ((3-(4-methoxyphenyl)-2-methylprop-1-en-1-yl)oxy)-2-methylpropanoic acid methyl ester